C(#N)C1(CC1)N(S(=O)(=O)C=1C=C(C=2N(C1)C(=CN2)C=2C=C1N(N2)CC(C1)O)N1CCN(CC1)C(C(C)C)=O)CC1=CC=C(C=C1)OC N-(1-cyanocyclopropyl)-3-(5-hydroxy-5,6-dihydro-4H-pyrrolo[1,2-b]pyrazol-2-yl)-8-(4-isobutyrylpiperazin-1-yl)-N-(4-methoxybenzyl)imidazo[1,2-a]pyridine-6-sulfonamide